5-methyl-N-[(1R)-2,2-dimethylcyclobutyl]thiazole CC1=CN(CS1)[C@H]1C(CC1)(C)C